C(C)(C)(C)OOC(C1=CC=CC=C1)=O tert-butyl-peroxybenzoate